(2S,3S,5S,6S,7S,8S)-4-((S*)-6-(2-chloro-3-fluorophenyl)-5-(ethoxycarbonyl)-2-(thiazol-2-yl)-3,6-dihydropyrimidin-4-yl)cubane-1-carboxylic acid ClC1=C(C=CC=C1F)[C@@H]1C(=C(NC(=N1)C=1SC=CN1)C12C3C4C5(C(C14)C2C53)C(=O)O)C(=O)OCC